N-({6-[(4-fluoropiperidin-1-yl)methyl]imidazo[1,2-a]pyridin-2-yl}methyl)-4-oxo-4H-pyrido[1,2-a]pyrimidine-2-carboxamide FC1CCN(CC1)CC=1C=CC=2N(C1)C=C(N2)CNC(=O)C=2N=C1N(C(C2)=O)C=CC=C1